(3-(4-hydroxyphenyl)-6-(3-methoxypropyl)pyrazin-2-yl)piperidine-4-carboxylic acid ethyl ester C(C)OC(=O)C1CCN(CC1)C1=NC(=CN=C1C1=CC=C(C=C1)O)CCCOC